FC1=C(C(=CC=2C3=C(N(C12)C)C=CN=C3)F)I 6,8-difluoro-7-iodo-5-methyl-pyrido[4,3-b]indole